CC1(OB(OC1(C)C)C=1CNCC1)C 3-(4,4,5,5-tetramethyl-1,3,2-dioxaborolan-2-yl)-2,5-dihydro-1H-pyrrole